tert-butyl 4-[[(2-benzyloxy-2-oxo-ethyl)-methyl-amino] methyl]-4-fluoro-piperidine-1-carboxylate C(C1=CC=CC=C1)OC(CN(C)CC1(CCN(CC1)C(=O)OC(C)(C)C)F)=O